COC(C1CCN(CC1)C1=CC=C(C=C1)C1C(CC(C2=CC(=CC=C12)OC)C)C1=CC=CC=C1)OC 4-(dimethoxymethyl)-1-(4-(6-methoxy-4-methyl-2-phenyl-1,2,3,4-tetrahydronaphthalen-1-yl)phenyl)piperidine